7-hydroxy-4-(4-methoxybenzyl)furo[3,2-b]pyridin-5(4H)-one OC=1C2=C(N(C(C1)=O)CC1=CC=C(C=C1)OC)C=CO2